(S)-(4,5-dihydro-7H-thieno[2,3-c]pyran-7-yl)-N-methyl-methylamine mesylate S(C)(=O)(=O)O.S1C=CC2=C1[C@H](OCC2)N(C)C